NC1=C(C=CC=C1)NC(C1=CC=C(C=C1)OCCOC=1C=C(C=C2C(=NC=NC12)C)C=1C=NC(=CC1)OC)=O N-(2-aminophenyl)-4-(2-((6-(6-methoxypyridin-3-yl)-4-methylquinazolin-8-yl)oxy)ethoxy)benzamide